COC1=CC=C2C3=C(NC2=C1)C(=NC=C3)C(C(=O)N)CC3=CC=C(C=C3)OC (7-methoxy-9H-pyrido[3,4-b]indol-1-yl)-3-(4-methoxyphenyl)propanamide